FC=1C=C(C=CC1)C=1C(=CC(=CC1)B1OC(C(O1)(C)C)(C)C)N 3'-fluoro-4-(4,4,5,5-tetramethyl-1,3,2-dioxaborolan-2-yl)-[1,1'-biphenyl]-2-amine